NC1(CCC(CC1)N1N=CC(=C1C)C=1C=C(C=2N(C1)N=CC2C#N)SC2=C(C=C(C=C2)F)C#N)C 6-(1-((1s,4s)-4-amino-4-methylcyclohexyl)-5-methyl-1H-pyrazol-4-yl)-4-((2-cyano-4-fluorophenyl)thio)pyrazolo[1,5-a]pyridine-3-carbonitrile